C(C1CO1)C(=C(C(=O)O)C)CC1CO1.OC1=CC=C(C=C1)C(C)(C)C1=CC=C(C=C1)O bisphenol a bisglycidyl-methacrylate